O=C1N(C(CC1)=O)OC(CCCC(=O)O)=O 5-((2,5-dioxopyrrolidine-1-yl)oxy)-5-oxopentanoic acid